N(=[N+]=[N-])CCOCCNC(CCCCC[N+]1=CC(=CC=C1C=CC=1C(OC2=CC(=CC=C2C1)N(CC)CC)=O)S(=O)(=O)[O-])=O 1-(6-((2-(2-azidoethoxy)ethyl)amino)-6-oxohexyl)-6-(2-(7-(diethylamino)-2-oxo-2H-chromen-3-yl)vinyl)pyridin-1-ium-3-sulfonate